2-(pyridin-4-yl)ethylamine N1=CC=C(C=C1)CCN